n-Nonylamin C(CCCCCCCC)N